2,3-bis(methoxyl-methoxy)benzaldehyde O(C)COC1=C(C=O)C=CC=C1OCOC